C(C1=CC=CC=C1)SC1=NC=C(C=C1C)Br (benzylthio)-5-bromo-3-methylpyridine